FC1(CCN(CC1)C1=NC(=CC2=C1NC(=N2)C2=C(C=C(C=C2)NS(=O)(=O)CCO)N2CCC1(CC1)CC2)C)F N-(4-(4-(4,4-difluoropiperidin-1-yl)-6-methyl-3H-imidazo[4,5-c]pyridin-2-yl)-3-(6-Azaspiro[2.5]octane-6-yl)phenyl)-2-hydroxyethane-1-sulfonamide